n-hexyl-trimethyl-phosphonium C(CCCCC)[P+](C)(C)C